(4S)-tert-butyl 4-(3,5-difluorophenyl)-2-pentanoylpyrrolidine-1-carboxylate FC=1C=C(C=C(C1)F)[C@@H]1CC(N(C1)C(=O)OC(C)(C)C)C(CCCC)=O